methyl N-(2-(4-bromo-3-fluorophenyl)propanoyl)-N-(2,2,2-trifluoroethyl)glycinate BrC1=C(C=C(C=C1)C(C(=O)N(CC(=O)OC)CC(F)(F)F)C)F